FC=1C=C2C(=NC1)NC=C2C2=NN1C(C(=N2)NC2C(C3C=CC2CC3)C(=O)O)=CC=C1 3-((2-(5-fluoro-1H-pyrrolo[2,3-b]pyridin-3-yl)pyrrolo[2,1-f][1,2,4]triazin-4-yl)amino)bicyclo[2.2.2]oct-5-ene-2-carboxylic acid